2,3-dihydroxy-5-(3,5,7-trihydroxy-3,4-dihydro-2H-chromen-2-yl)phenolate OC1=C(C=C(C=C1O)C1OC2=CC(=CC(=C2CC1O)O)O)[O-]